phenyl-lithium 2,4,6-trimethylbenzoyl-phosphite CC1=C(C(=O)OP(O)O)C(=CC(=C1)C)C.C1(=CC=CC=C1)[Li]